ClC1=CC=C(C=C1)C[C@@H]([C@H](C(C)(C)C)O)N1N=CN=C1 (2s,3s)-1-(4-chlorophenyl)-4,4-dimethyl-2-(1,2,4-triazol-1-yl)pentan-3-ol